C1(C#CCCCCC1)OCC 2-(cycloocta-2-yn-1-yloxy)ethane